2-hydroxy-1-[4-(2-hydroxypropoxy)phenyl]-2-methylpropan-1-one OC(C(=O)C1=CC=C(C=C1)OCC(C)O)(C)C